((5-bromo-1-methyl-1H-indol-3-yl)(3,4,5-trimethoxyphenyl)methyl)triphenylphosphonium trifluoromethanesulfonate FC(S(=O)(=O)[O-])(F)F.BrC=1C=C2C(=CN(C2=CC1)C)C(C1=CC(=C(C(=C1)OC)OC)OC)[P+](C1=CC=CC=C1)(C1=CC=CC=C1)C1=CC=CC=C1